2-methyl-1,3,4-oxadiazol-5(4H)-one CC=1OC(NN1)=O